C(C)C=1C=NN(C1)C1(CN(C1)C=1C=2N(C=CC1)N=C(N2)NC=2C=NNC2)CC#N 2-[3-(4-ethyl-1H-pyrazol-1-yl)-1-[2-[(1H-pyrazol-4-yl)amino]-[1,2,4]Triazolo[1,5-a]-pyridin-8-yl]Azetidin-3-yl]Acetonitrile